C(C)(C)(C)C1=NOC(=C1)NC(OC([2H])([2H])C1=CC=C2C=C(C(=NC2=C1)C)C1C(NC(CC1)=O)=O)=O (3-(2,6-Dioxopiperidin-3-yl)-2-methylquinolin-7-yl)methyl-d2 (3-(tert-butyl)isoxazol-5-yl)carbamate